(2S,3R)-3-amino-1-[3-cyano-6-methyl-4-(trifluoromethyl)-2-pyridyl]-N-(5-fluoro-2-pyridyl)-N-methyl-pyrrolidine-2-carboxamide N[C@H]1[C@H](N(CC1)C1=NC(=CC(=C1C#N)C(F)(F)F)C)C(=O)N(C)C1=NC=C(C=C1)F